The molecule is a member of the class of prostaglandins A that is prosta-5,10,13,17-tetraen-1-oic acid carrying oxo and hydroxy substituents at positions 9 and 15 respectively (the 5Z,13E,15S,17Z-stereoisomer). It has a role as a mammalian metabolite. It is a prostaglandins A and a secondary allylic alcohol. It is a conjugate acid of a prostaglandin A3(1-). CC/C=C\\C[C@@H](/C=C/[C@H]1C=CC(=O)[C@@H]1C/C=C\\CCCC(=O)O)O